trans-3-(5-(methyl(2-(methylamino)cyclohexyl)amino)-1-oxoisoindolin-2-yl)piperidine-2,6-dione CN(C=1C=C2CN(C(C2=CC1)=O)C1C(NC(CC1)=O)=O)[C@H]1[C@@H](CCCC1)NC